4-fluoro-2-(methanesulfonamido)benzoic acid FC1=CC(=C(C(=O)O)C=C1)NS(=O)(=O)C